2-ethynyl-1,3-difluoro-5-propylbenzene C(#C)C1=C(C=C(C=C1F)CCC)F